Cl.C(C)[C@@H]1NCC12CCCC2 (S)-1-ethyl-2-azaspiro[3.4]octane hydrochloride